ethyl (1S,4S)-4-amino-3,3-dimethylcyclohexane-1-carboxylate N[C@@H]1C(C[C@H](CC1)C(=O)OCC)(C)C